1,2-Di-tert-butoxyethan C(C)(C)(C)OCCOC(C)(C)C